(R)-2-methyl-N-[(1S)-1-[3-(2-cyclopropyl-4-pyridyl)-1,2,4-thiadiazol-5-yl]ethyl]propane-2-sulfinamide CC(C)(C)[S@@](=O)N[C@@H](C)C1=NC(=NS1)C1=CC(=NC=C1)C1CC1